S1C(=CC=C1)S(=O)(=O)NC=1C=C(C(=O)NC=2C=C(C=CC2)CC(=O)O)C=CC1 2-(3-(3-(thiophene-2-sulfonylamino)benzamido)phenyl)acetic acid